1-(2-(cis-2,6-dimethylmorpholino)-5-(4,4,5,5-tetramethyl-1,3,2-dioxaborolan-2-yl)phenyl)-N,N-dimethylmethanamine hydrochloride Cl.C[C@@H]1O[C@@H](CN(C1)C1=C(C=C(C=C1)B1OC(C(O1)(C)C)(C)C)CN(C)C)C